5-(5-(cyclopropylcarbamoyl)-2-methylphenyl)-2-((1-hydroxy-2-methylpropan-2-yl)amino)-N-(1-methylpyrrolidin-3-yl)nicotinamide C1(CC1)NC(=O)C=1C=CC(=C(C1)C=1C=NC(=C(C(=O)NC2CN(CC2)C)C1)NC(CO)(C)C)C